BrC1=CC(=C(O[C@H](C(=O)O)C)C=C1)C(C(C)C)(F)F (S)-2-[4-bromo-2-(1,1-difluoro-2-methylpropyl)phenoxy]propionic acid